8-bromo-1H-pyrano[3,4-b]quinolin-4(3H)-one BrC1=CC=C2C=C3C(=NC2=C1)COCC3=O